NC1=NNC2=CC=C(C=C12)C1=C2CN(C(C2=CC=C1)=O)CC(C#N)=C 2-{[4-(3-amino-1H-indazol-5-yl)-1-oxo-2,3-dihydro-1H-isoindol-2-yl]methyl}prop-2-enenitrile